FC1=C(CN2C3=C(OCC2=O)C=CC(=C3)C(=O)NO)C=CC=C1C(F)(F)F 4-(2-fluoro-3-(trifluoromethyl)benzyl)-N-hydroxy-3-oxo-3,4-dihydro-2H-benzo[b][1,4]oxazine-6-carboxamide